(R)-3'-(tetrahydro-2H-pyran-4-yl)-2,3,5',8'-tetrahydro-1'H-spiro[indene-1,7'-pyrido[2,3-d]pyrimidine]-2',4'(3'H,6'H)-dione O1CCC(CC1)N1C(NC2=C(C1=O)CC[C@]1(N2)CCC2=CC=CC=C21)=O